3-(azetidin-3-yloxy)pyridine N1CC(C1)OC=1C=NC=CC1